2-(2-fluoropyridin-4-yl)-N4-isopropyl-6-phenyl-1,3,5-triazine-2,4-diamine FC1=NC=CC(=C1)C1(NC(=NC(=N1)NC(C)C)C1=CC=CC=C1)N